FC1=C(C=C(C=C1C)C1=C(C=C(C=C1C)F)CCCCC=C)\C=N/[S@](=O)C(C)(C)C (R,Z)-N-((4,4'-Difluoro-2'-(hex-5-en-1-yl)-5,6'-dimethyl-[1,1'-biphenyl]-3-yl)methylene)-2-methylpropane-2-sulfinamide